6-chloro-2-(2-fluoro-6-methoxyphenyl)-1-[[2-(trimethylsilyl)ethoxy]methyl]pyrrolo[3,2-c]pyridine ClC1=CC2=C(C=N1)C=C(N2COCC[Si](C)(C)C)C2=C(C=CC=C2OC)F